1-((2-chloro-5-oxo-6,7-dihydrothieno[3,2-d]pyrimidin-4-yl)amino)cyclobutane-1-carbonitrile ClC=1N=C(C2=C(N1)CCS2=O)NC2(CCC2)C#N